C(C)O[Sb]([O-])[O-] Ethylantimonit